FC=1C(=C(C=NC1)NCC=1C=C2N=CC=NC2=CC1)NC1CN(C1)C 5-fluoro-N4-(1-methylazetidin-3-yl)-N3-(quinoxalin-6-ylmethyl)pyridine-3,4-diamine